ClCC(=O)O\N=C(/N)\C1[C@H]2CN(C[C@@H]12)C1=CC=CC=C1 (1R,5S,6r,Z)-N'-(2-chloroacetoxy)-3-phenyl-3-aza-bicyclo[3.1.0]hexane-6-formamidine